(S)-(3,4-dimethoxybicyclo[4.2.0]oct-1,3,5-triene-7-yl)methylamine N-acetyl-L-glutamic acid salt C(C)(=O)N[C@@H](CCC(=O)O)C(=O)O.COC=1C=C2C[C@@H](C2=CC1OC)CN